methyl [1,2]thiazolo[4,3-b]pyridine-3-carboxylate N=1SC(=C2N=CC=CC21)C(=O)OC